(3R)-1-[3-[4-(4-Chloro-2-methylsulfonyl-phenyl)phenyl]azetidine-1-carbonyl]-N-ethyl-pyrrolidine-3-carboxamide ClC1=CC(=C(C=C1)C1=CC=C(C=C1)C1CN(C1)C(=O)N1C[C@@H](CC1)C(=O)NCC)S(=O)(=O)C